FC1=C(C(=C(C(=C1F)F)F)F)C#N 2,3,4,5,6-pentafluorobenzenenitrile